Ethyl 4-(5-chloro-8-hydroxy-7-nitroquinolin-4-yl)piperazine-1-carboxylate ClC1=C2C(=CC=NC2=C(C(=C1)[N+](=O)[O-])O)N1CCN(CC1)C(=O)OCC